1-[2,6-dimethoxy-4-[5-(1-methylpyrazol-4-yl)benzimidazol-1-yl]benzoyl]azetidine-3-carbonitrile COC1=C(C(=O)N2CC(C2)C#N)C(=CC(=C1)N1C=NC2=C1C=CC(=C2)C=2C=NN(C2)C)OC